4-nitrobenzoic acid (2S,3S)-3-(4-fluoro-2-methylphenyl)-4-methylpent-2-yl ester FC1=CC(=C(C=C1)[C@@H]([C@H](C)OC(C1=CC=C(C=C1)[N+](=O)[O-])=O)C(C)C)C